[(1S)-7-chloro-4-[(1R,4S)-8-cyano-4,6-difluoro-1,2,3,4-tetrahydronaphthalen-1-yl]-2,2-difluoro-1,3-dihydroinden-1-yl]acetate ClC=1C=CC(=C2CC([C@H](C12)CC(=O)[O-])(F)F)[C@H]1CC[C@@H](C2=CC(=CC(=C12)C#N)F)F